8-chloro-3,4-dimethylthieno[2,3-c:4,5-d']Dipyridazine ClC=1C2=C(C=NN1)C1=C(N=NC(=C1C)C)S2